BrC1=NC(=CC=C1NC(C(F)(F)F)=O)C(F)(F)F (2-brOmo-6-(trifluoromethyl)pyridin-3-yl)-2,2,2-trifluoroacetamide